Ethyl (E)-3-(4-(4-cyano-3-fluorophenyl)-6-(methylamino)-2-(methylthio)pyrimidin-5-yl)acrylate C(#N)C1=C(C=C(C=C1)C1=NC(=NC(=C1/C=C/C(=O)OCC)NC)SC)F